5-tosyl-2-trityl-1,2,3,5-tetrahydropyrrolo[3,4-c]pyrrole S(=O)(=O)(C1=CC=C(C)C=C1)N1C=C2C(=C1)CN(C2)C(C2=CC=CC=C2)(C2=CC=CC=C2)C2=CC=CC=C2